C(C)(=O)C1=NN(C2=CC=C(C=C12)C=1C=NC(=NC1)C)CC(=O)N1[C@@H](C[C@H](C1)F)C(=O)NC1=NC(=CN=C1)Br (2S,4R)-1-(2-(3-acetyl-5-(2-methylpyrimidin-5-yl)-1H-indazol-1-yl)acetyl)-N-(6-bromopyrazin-2-yl)-4-fluoropyrrolidine-2-carboxamide